FC(C(=O)O)(F)F.C1(=CC=CC=C1)C1=CN=C(N1)C1=NC=CC(=C1)C=1C=NN(C1)CCC#N 3-(4-(2-(5-Phenyl-1H-imidazol-2-yl)pyridin-4-yl)-1H-pyrazol-1-yl)propanenitrile trifluoroacetate salt